C1(=CC=CC=C1)C1=C2C=CC=CC2=C(C2=CC=CC=C12)C1=NC=CC2=C1C1=CC=CC=C1C21C2=CC=CC=C2C2=CC=3OC4=C(C3C=C21)C=CC=C4 (10-phenylanthracen-9-yl)spiro[fluoreno[3,2-b]benzofuran-11,5'-indeno[1,2-c]pyridine]